NC1=NN=C(C2=CC(=CC=C12)C=1C=C(C=NC1)B(O)O)C [5-(1-AMINO-4-METHYLPHTHALAZIN-6-YL)PYRIDIN-3-YL]BORONIC ACID